ClC=1C(=NC(=NC1)NC1CCOCC1)C1=CC=C2CN(C(C2=C1)=O)CC(=O)N[C@H]([C@H](C)O)C1=CC(=CC(=C1)C)F 2-(6-{5-chloro-2-[(oxan-4-yl)amino]pyrimidin-4-yl}-1-oxo-2,3-dihydro-1H-isoindol-2-yl)-N-[(1S,2S)-1-(3-fluoro-5-methylphenyl)-2-hydroxypropyl]acetamide